2-cyano-3-cyclopropylacrylamide C(#N)C(C(=O)N)=CC1CC1